N,N-diethyl-2-(4-((4-(4-methyl-1,4-diazepan-1-yl)-6-(methylthio)quinolin-3-yl)sulfonyl)phenoxy)ethan-1-amine C(C)N(CCOC1=CC=C(C=C1)S(=O)(=O)C=1C=NC2=CC=C(C=C2C1N1CCN(CCC1)C)SC)CC